(S)-(4-methylpiperazin-1-yl)(8-((tetrahydrofuran-3-yl)amino)-1,2,3,4-tetrahydroisoquinolin-6-yl)methanone hydrochloride Cl.CN1CCN(CC1)C(=O)C=1C=C2CCNCC2=C(C1)N[C@@H]1COCC1